5-(chloromethyl)thiazole hydrochloride Cl.ClCC1=CN=CS1